(S)-1-(3,4-Difluorobenzyl)-N-(4-methyl-5-oxo-5,6,7,8-tetrahydro-4H-pyrazolo[1,5-a][1,3]diazepin-6-yl)-1H-imidazol-4-carboxamid FC=1C=C(CN2C=NC(=C2)C(=O)N[C@@H]2C(N(C=3N(CC2)N=CC3)C)=O)C=CC1F